4-(4-aminopyridin-2-yl)-3-(5-cyclopropyl-2-methylpyrazol-3-yl)oxybenzonitrile NC1=CC(=NC=C1)C1=C(C=C(C#N)C=C1)OC=1N(N=C(C1)C1CC1)C